ClC=1C=CC(=C(C1)NC(=O)NC1=CC(=CC(=C1)F)F)CO 1-(5-chloro-2-hydroxymethylphenyl)-3-(3,5-difluorophenyl)urea